1,1,1,3,3,3-hexafluoropropan-2-yl 1-(2-(4-acetylpiperazin-1-yl)-4-chlorobenzyl)-1,8-diazaspiro[4.5]decane-8-carboxylate C(C)(=O)N1CCN(CC1)C1=C(CN2CCCC23CCN(CC3)C(=O)OC(C(F)(F)F)C(F)(F)F)C=CC(=C1)Cl